2-chloro-N-(2-(4-ethylpiperazin-1-yl)benzyl)-9-isopropyl-9H-purin-6-amine ClC1=NC(=C2N=CN(C2=N1)C(C)C)NCC1=C(C=CC=C1)N1CCN(CC1)CC